C1(CC1)NCC1=CC(=C(C=C1)N1C=NC(=C1)C1=NC(=NC=C1C(F)(F)F)NC1CCN(CC1)S(=O)(=O)C)C(F)(F)F 4-(1-(4-((Cyclopropylamino)meth-yl)-2-(trifluoromethyl)phenyl)-1H-imidazol-4-yl)-N-(1-(methylsulfonyl)piperidin-4-yl)-5-(trifluoromethyl)pyrimidin-2-amine